ClC=1C=C(C=CC1F)NC(N(C)[C@@H](C)C1=CN=C(C2=CC=CC=C12)NCC)=O (S)-3-(3-chloro-4-fluorophenyl)-1-(1-(1-(ethylamino)isoquinolin-4-yl)ethyl)-1-methyl-urea